IC1=CC=C(CNC(=O)[C@@H]2NCCN(C2)C=2C=3C(N=CN2)=NN(C3)C3=CC=C(C=C3)C)C=C1 (R)-N-(4-iodobenzyl)-4-(2-(p-tolyl)-2H-pyrazolo[3,4-d]pyrimidin-4-yl)piperazine-2-carboxamide